2,4,6-trimethyl-Pyrylium CC1=[O+]C(=CC(=C1)C)C